FC1=CC=C(C=C1)C[C@@H](C(N[C@@H](C[C@H]1C(NCC1)=O)C(COC(F)(F)F)=O)=O)NC(C(=O)NC1(CC1)C)=O N1-((S)-3-(4-fluorophenyl)-1-oxo-1-(((S)-3-oxo-1-((S)-2-oxopyrrolidin-3-yl)-4-(trifluoromethoxy)butan-2-yl)amino)propan-2-yl)-N2-(1-methylcyclopropyl)-oxalamide